triallyl-1,3,5-benzenetricarboxylic acid C(C=C)C1=C(C(=C(C(=C1C(=O)O)CC=C)C(=O)O)CC=C)C(=O)O